C(C1=CC=CC=C1)OC=1C=C(C2=C(C(=C(O2)C)C(=O)NC2CNCC2(F)F)C1)Cl 5-(benzyloxy)-7-chloro-N-(4,4-difluoropyrrolidin-3-yl)-2-methylbenzofuran-3-carboxamide